magnesium hexoxide [O-]OOOO[O-].[Mg+2]